2-[2-(difluoromethoxy)phenyl]-5H-pyrrolo[3,2-d]pyrimidine FC(OC1=C(C=CC=C1)C=1N=CC2=C(N1)C=CN2)F